CC=CC1=CC(=CC=C1)OCCCC methyl-m-butoxystyrene